2-(4-bromo-2-fluoro-6-methoxyphenyl)-1-isopropyl-4-(trifluoromethyl)imidazole BrC1=CC(=C(C(=C1)OC)C=1N(C=C(N1)C(F)(F)F)C(C)C)F